2-[2-(o-methoxyphenyl)vinyl]-4,6-bis(trichloromethyl)-s-triazine COC1=C(C=CC=C1)C=CC1=NC(=NC(=N1)C(Cl)(Cl)Cl)C(Cl)(Cl)Cl